N[C@H](C(=O)N[C@H](C(=O)OCCCN(C)C)CC(C)C)CCC1=NC2=C(N1C)C=CC(=C2)N(CCCl)CCCl 3-(dimethylamino)propyl (2S)-2-[[(2S)-2-amino-4-[5-[bis(2-chloroethyl)amino]-1-methyl-benzimidazol-2-yl]butanoyl]amino]-4-methyl-pentanoate